1-(3-(5-(7-(1-methyl-1H-pyrazol-4-yl)quinolin-5-yl)pyridin-2-yl)-3,6-diazabicyclo[3.1.1]heptan-6-yl)ethan-1-one CN1N=CC(=C1)C1=CC(=C2C=CC=NC2=C1)C=1C=CC(=NC1)N1CC2N(C(C1)C2)C(C)=O